3-[4-(5,5-Difluoro-2,7-diazaspiro[3.5]nonan-2-yl)-3-methyl-2-oxo-benzoimidazol-1-yl]piperidine-2,6-dione FC1(C2(CN(C2)C2=CC=CC=3N(C(N(C32)C)=O)C3C(NC(CC3)=O)=O)CCNC1)F